N'-(2-methylpropyl)-N-phenylcyclopropane-1,1-dicarboxamide CC(CNC(=O)C1(CC1)C(=O)NC1=CC=CC=C1)C